Cl.C1(CC=CC2=CC3=CC=CC=C3C=C12)=O anthracenone hydrochloride